FC1(CC(C1)(C#N)C1=NC=CC=C1)F 3,3-difluoro-1-(pyridin-2-yl)cyclobutane-1-carbonitrile